(S)- and (R)-2-((2-chloro-4-cyano-phenethyl)amino)-N-(5-(1-methyl-1H-pyrazol-4-yl)pyridin-2-yl)-2-phenylacetamide ClC1=C(CCN[C@H](C(=O)NC2=NC=C(C=C2)C=2C=NN(C2)C)C2=CC=CC=C2)C=CC(=C1)C#N |r|